5-chloro-3-(4-chloro-6-piperazin-1-yl-2-pyridyl)pyrazolo[1,5-a]pyridine ClC1=CC=2N(C=C1)N=CC2C2=NC(=CC(=C2)Cl)N2CCNCC2